2,6-diamino-1,3,5-triazine NC1=NC(=NC=N1)N